C1(=CC=CC=C1)CC(C)C1=CC=CC=C1 trans-1,2-diphenylpropane